4-(2-fluoro-6-methoxyphenyl)-N-(5-((5-((R)-1-hydroxyethyl)pyrazin-2-yl)methoxy)-1,3,4-thiadiazol-2-yl)-6-methylnicotinamide FC1=C(C(=CC=C1)OC)C1=CC(=NC=C1C(=O)NC=1SC(=NN1)OCC1=NC=C(N=C1)[C@@H](C)O)C